[Si](C)(C)(C(C)(C)C)OCC1(N[C@@H](CC2C3=CC=CC=C3N=C12)C(=O)O)CO[Si](C)(C)C(C)(C)C (3S)-1,1-bis(tert-butyldimethylsilyloxy)methyl-tetrahydro-β-carboline-3-carboxylic acid